tert-Butyl 2-(2-(2-(3-bromo-5-nitrophenoxy)ethoxy)ethoxy)acetate BrC=1C=C(OCCOCCOCC(=O)OC(C)(C)C)C=C(C1)[N+](=O)[O-]